(1aR,5aR)-2-(2,4-Difluoro-phenyl)-1a,2,5,5a-tetrahydro-1H-2,3-diaza-cyclopropa[a]pentalene-4-carboxylic acid (2-methoxy-ethyl)-amide COCCNC(=O)C=1C=2C[C@@H]3[C@H](C2N(N1)C1=C(C=C(C=C1)F)F)C3